N-methacryloxybutylacrylamide C(C(=C)C)(=O)OCCCCNC(C=C)=O